pteridin-6(5H)-one N1=CN=CC=2NC(C=NC12)=O